(S)-6,6'-dibromobinaphthol BrC1=CC2=CC=C(C(=C2C=C1)C1=CC=CC2=CC(=CC=C12)Br)O